C1(CC1)C=1N=NC(=C(N1)SC)CC1=CC=C(C=C1)F 3-cyclopropyl-6-(4-fluorophenylmethyl)-5-(methylthio)-1,2,4-triazine